COC([C@H](CC1=CC=C(C=C1)N1C(C2(CCOCC2)C2=CC=CC(=C12)Cl)=O)NC(C1=CC=CC=C1)(C1=CC=CC=C1)C1=CC=CC=C1)=O (S)-3-(4-(7-chloro-2-oxo-2',3',5',6'-tetrahydrospiro[indoline-3,4'-pyran]-1-yl)phenyl)-2-(tritylamino)propionic acid methyl ester